trihydroxy-cinnamic acid OC1=C(C(=C(C(=O)O)O)O)C=CC=C1